[Si](C)(C)(C(C)(C)C)OC1=CC(=C(C=C1)C[C@@H](CN1C(C2=CC=CC=C2C1=O)=O)NC(OC(C)(C)C)=O)Cl tert-butyl (S)-(1-(4-((tert-butyldimethylsilyl)oxy)-2-chlorophenyl)-3-(1,3-dioxoisoindolin-2-yl)propan-2-yl)carbamate